N-((3R,5R)-1-cyano-5-methylpyrrolidin-3-yl)-5-(3-(trifluoromethoxy)phenyl)oxazole-2-carboxamide C(#N)N1C[C@@H](C[C@H]1C)NC(=O)C=1OC(=CN1)C1=CC(=CC=C1)OC(F)(F)F